5-chloro-N-[3-fluoro-4-(2-{imidazo[1,2-a]pyrazin-3-yl}ethynyl)pyridin-2-yl]-2-methoxypyridine-3-sulfonamide ClC=1C=C(C(=NC1)OC)S(=O)(=O)NC1=NC=CC(=C1F)C#CC1=CN=C2N1C=CN=C2